F[C@H](CNC(=O)C1=C(C=2N(N=C1)C=C(C2)C=2C=NC=CC2)NC(C)C)C(C)(C)O (R)-N-(2-fluoro-3-hydroxy-3-methylbutyl)-4-(isopropylamino)-6-(pyridin-3-yl)pyrrolo[1,2-b]pyridazine-3-carboxamide